1-(3,3-difluorocyclobutyl)piperazine FC1(CC(C1)N1CCNCC1)F